COC[C@@H](C(=O)O)OC1=CC=C2C(=CC(OC2=C1)=O)C1=C(C=CC=C1)C (S)-3-methoxy-2-[4-(o-tolyl)-2-oxo-chromen-7-yl]oxy-propanoic acid